C1(=C(C=CC=C1)/C=C/C(=O)N1C(OCC1)=O)C1=CC=CC=C1 (E)-3-(3-([1,1'-biphenyl]-2-yl)acryloyl)oxazolidin-2-one